(1S,2S)-1-Hydroxy-2-[(5S)-5H-imidazo[4,3-a]isoindol-5-yl]-7-azaspiro[3.5]nonan-7-sulfonamid O[C@H]1[C@@H](CC12CCN(CC2)S(=O)(=O)N)[C@@H]2N1C(C3=CC=CC=C23)=CN=C1